cis-3-amino-1-cyclobutylcarbamate N[C@H]1C[C@H](C1)NC([O-])=O